C(C)(=O)C=1C(NC2=C(C(=CC=C2N1)Br)F)=O 3-acetyl-7-bromo-8-fluoro-1H-quinoxalin-2-one